FC1(OC2=C(O1)C=CC(=C2)[C@H](C)OC2=NC=CC(=C2)N2N=C(C=1CCC[C@H](C21)CN2CCC(CC2)C(=O)O)C(F)(F)F)F 1-[[(7S)-1-[2-[(1S)-1-(2,2-difluoro-1,3-benzodioxol-5-yl)ethoxy]-4-pyridinyl]-3-(trifluoromethyl)-4,5,6,7-tetrahydroindazol-7-yl]methyl]piperidine-4-carboxylic acid